COC1=CC=NC=2N=C(N=C(C21)N)C methoxy-2-methylpyrido[2,3-d]pyrimidin-4-amine